C12C(C3CC(CC(C1)C3)C2)(CC#N)CC#N 2,2'-((1r,3r,5r,7r)-adamantane-2,2-diyl)diacetonitrile